1-methyl-3-n-octylimidazoline chloride [Cl-].CN1CN(CC1)CCCCCCCC